S-(((cis)-3-((tert-butoxycarbonyl) amino) cyclobutyl) methyl) thioacetate C(C)(=O)SC[C@@H]1C[C@@H](C1)NC(=O)OC(C)(C)C